N-[1-(4-cyano-5-fluoropyridin-2-yl)ethyl]-2-(5,6-difluoro-2-oxo-1,4-dihydroquinazolin-3-yl)acetamide C(#N)C1=CC(=NC=C1F)C(C)NC(CN1C(NC2=CC=C(C(=C2C1)F)F)=O)=O